5-(3-fluorophenyl)pyridine FC=1C=C(C=CC1)C=1C=CC=NC1